methyl 2-[1-[2-(4-acetylpiperazin-1-yl)-6-methyl-4-oxo-chromen-8-yl]ethylamino]benzoate C(C)(=O)N1CCN(CC1)C=1OC2=C(C=C(C=C2C(C1)=O)C)C(C)NC1=C(C(=O)OC)C=CC=C1